potassium [(5-chloro-2-methoxypyridin-3-yl)sulfonyl][(5S)-5-methyl-5,6-dihydropyrazolo[1,5-d]pyrido[3,2-f][1,4]oxazepin-10-yl]azanide ClC=1C=C(C(=NC1)OC)S(=O)(=O)[N-]C1=CC=2C=3N([C@H](COC2N=C1)C)N=CC3.[K+]